ClC1=NN2C(C(=N1)N[C@@H]1[C@H]([C@@H]3C4CC4[C@H]1CC3)C(=O)OCC)=CC=C2C=O Ethyl (1R,5S,6S,7S)-7-((2-chloro-7-formylpyrrolo[2,1-f][1,2,4]triazin-4-yl)amino)tricyclo[3.2.2.02,4]nonane-6-carboxylate